OC/C=C/C1=CC=CC=C1 (E)-4-(3-Hydroxyprop-1-en-1-yl)benzol